(E)-2-amino-5-(2-chlorostyryl)-4'-sulfamoyl-[1,1'-biphenyl] NC1=C(C=C(C=C1)\C=C\C1=C(C=CC=C1)Cl)C1=CC=C(C=C1)S(N)(=O)=O